ClC(C(=O)OC)C(=O)OC dimethyl 2-chloropropanedioate